(3S)-1-(2-((6-(2,4-difluoro-6-methoxyphenyl)-5-nitropyridin-2-yl)amino)-5-(1-(tetrahydro-2H-pyran-4-yl)-1H-pyrazol-4-yl)pyridin-4-yl)piperidin-3-ol FC1=C(C(=CC(=C1)F)OC)C1=C(C=CC(=N1)NC1=NC=C(C(=C1)N1C[C@H](CCC1)O)C=1C=NN(C1)C1CCOCC1)[N+](=O)[O-]